C(CC#C)NC(=O)C1=CC(=NC(=C1)C=1N=NN(C1)C1=CC(=C(C(=O)O)C=C1)O)C=1N=NN(C1)C1=CC(=C(C(=O)O)C=C1)O 4,4'-((4-(but-3-yn-1-ylcarbamoyl)pyridine-2,6-diyl)bis(1H-1,2,3-triazole-4,1-diyl))bis(2-hydroxybenzoic Acid)